COC1=C(CNC2=NC=3C(=CC(=CC3C=3N2N=C(N3)CNC(=O)C3=C(C=C(C(=O)OCC)C=C3F)F)F)OC)C=CC(=C1)OC ethyl 4-(((5-((2,4-dimethoxybenzyl)amino)-9-fluoro-7-methoxy-[1,2,4]triazolo[1,5-c]quinazolin-2-yl)methyl)carbamoyl)-3,5-difluorobenzoate